(3S,4R)-3-[(1R)-(tert-butyldimethylsilyloxy)ethyl]-4-[(2R)-tetrahydrofuranoylthio]azetidin-2-one methyl-(+)-(S)-α-(2-chlorophenyl)-6,7-dihydrothieno[3,2-c]pyridine-5(4H)-acetate COC([C@@H](N1CC2=C(CC1)SC=C2)C2=C(C=CC=C2)Cl)=O.[Si](C)(C)(C(C)(C)C)OCC[C@H]2C(N[C@@H]2SC(=O)[C@@H]2OCCC2)=O